C1(CC1)C(NC(=O)C=1C(=NN(C1)CCC)C)C1=NC=CC(=C1)C N-[cyclopropyl(4-methylpyridin-2-yl)methyl]-3-methyl-1-propyl-1H-pyrazole-4-carboxamide